OC1(CCN(CC1)C(=O)[C@H]1[C@@H](CN(CC1)CC1=CN=C(S1)C=1C=NC(=CC1)C)C1=CC=CC=C1)CN1C=NC=2C(C1=O)=CSC2C2=CC=CC=C2 3-[[4-hydroxy-1-[(3R,4R)-1-[[2-(6-methyl-3-pyridinyl)thiazol-5-yl]methyl]-3-phenyl-piperidine-4-carbonyl]-4-piperidinyl]methyl]-7-phenyl-thieno[3,4-d]pyrimidin-4-one